BrC1=C2C=CNC2=C(C(=C1OC=1C=CC(=C(C1)NC(OC(C)(C)C)=O)F)F)F tert-butyl N-[5-[(4-bromo-6,7-difluoro-1H-indol-5-yl)oxy]-2-fluoro-phenyl]carbamate